benzyl (3S,5S)-5-((4-(2-(4-amino-2,3,5-trifluoro-phenoxy)-3-pyridyl)pyrimidin-2-yl)amino)-3-fluoro-3-methyl-piperidine-1-carboxylate NC1=C(C(=C(OC2=NC=CC=C2C2=NC(=NC=C2)N[C@H]2C[C@](CN(C2)C(=O)OCC2=CC=CC=C2)(C)F)C=C1F)F)F